C(C1=CC=CC=C1)OC1=NN2C(C=CC=C2)=C1C(=O)NC1=C(C=C(C(=C1)C)OC1=CC=C(C=C1)C(F)(F)F)C(C)C 2-(benzyloxy)-N-(2-isopropyl-5-methyl-4-(4-(trifluoromethyl)phenoxy)phenyl)pyrazolo[1,5-a]Pyridine-3-carboxamide